FC1=CC=C(CN(C2=NC=CC(=N2)C2CN(C2)C)CC2=CC=C(C=C2)OCC(C)C)C=C1 N-(4-fluorobenzyl)-N-(4-isobutoxybenzyl)-4-(1-methylazetidin-3-yl)pyrimidin-2-amine